ClC=1C(=NC(=NC1)NC1=CC(=C(C=C1)C)N1CCN(CC1)C)C=1C=C2C(CN=CC2=CC1)(C)C 6-(5-Chloro-2-((4-methyl-3-(4-methylpiperazin-1-yl)phenyl)amino)pyrimidin-4-yl)-4,4-Dimethyl-3,4-dihydroisoquinolin